ClC=1C(=C(SC1)F)NC(=O)C1=CN=C(S1)NC1=NC(=NC(=C1)N1CCN(CC1)CCO)C N-(4-chloro-2-fluorothiophen-3-yl)-2-((6-(4-(2-hydroxyethyl)piperazin-1-yl)-2-methylpyrimidin-4-yl)amino)thiazole-5-carboxamide